triethyleneglycol butyl ether C(CCC)OCCOCCOCCO